7-methyl-2-phenyl-1,2,3,4-tetrahydroacridine CC1=CC=C2N=C3CCC(CC3=CC2=C1)C1=CC=CC=C1